2-[4-[4-(cyclopropylmethoxy)-N-methylanilino]phenoxy]pyrido[3,4-d]pyrimidin-4-ol C1(CC1)COC1=CC=C(N(C)C2=CC=C(OC=3N=C(C4=C(N3)C=NC=C4)O)C=C2)C=C1